IC1=CC=C(C=C1)[C@@H]1N[C@H](CC2=C1C1=C(S2)C=CC=C1)C trans-1-(4-iodophenyl)-3-methyl-1,2,3,4-tetrahydrobenzo[4,5]thieno[3,2-c]pyridine